(5R)-6-[3-chloro-5-fluoro-4-(morpholin-4-yl)phenyl]-5-methyl-4,5-dihydropyridazin-3(2H)-one ClC=1C=C(C=C(C1N1CCOCC1)F)C=1[C@@H](CC(NN1)=O)C